C(C1=CC=CC=C1)OC(=O)N[C@@H](CCNC[C@H](CNC(OC(C)(C)C)=O)O)CO[Si](C)(C)C(C)(C)C tert-butyl N-[(2R)-3-[[(3S)-3-(benzyloxycarbonylamino)-4-[tertbutyl(dimethyl)silyl]oxy-butyl]amino]-2-hydroxypropyl]carbamate